C(C)S(=O)(=O)N[C@@H]1[C@@H](N(CC1)C(=O)N(C)C)CC=1C(=C(C=CC1)C1=CC=CC=C1)F (2S,3S)-3-((ethylsulfonyl)amino)-2-((2-fluorobiphenyl-3-yl)methyl)-N,N-dimethylpyrrolidine-1-carboxamide